[5-(1-[(2E)-2-(aminomethyl)-3-fluoroprop-2-en-1-yl]-5-oxo-1,5-dihydro-4H-1,2,4-triazol-4-ylmethyl)thiophen-2-yl]-8-methyl-2H-1,4-benzoxazin-3(4H)-one hydrochloride Cl.NC/C(/CN1N=CN(C1=O)CC1=CC=C(S1)C1OC2=C(NC1=O)C=CC=C2C)=C\F